N-(2-(1-ethyl-7-oxa-1-azaspiro[4.4]nonan-4-yl)thieno[2,3-b]pyridin-4-yl)-4,6-difluorobenzo[d]thiazol-5-amine C(C)N1CCC(C12COCC2)C2=CC=1C(=NC=CC1NC=1C(=CC3=C(N=CS3)C1F)F)S2